C(C1=CC=CC=C1)(=O)NC[C@@H](C(=O)OCC)[C@H](O)C1=C(C=CC=C1)F ethyl (2R,3S)-2-(benzamidomethyl)-3-(2-fluorophenyl)-3-hydroxypropionate